C(CCCC(CCN)NCCCCCCCC\C=C/C\C=C/CCCCC)C(CCN)NCCCCCCCC\C=C/C\C=C/CCCCC (butane-1,4-diyl)bis(N1-((9Z,12Z)-octadeca-9,12-dien-1-yl)propane-1,3-diamine)